4-trifluoromethylbenzoic acid FC(C1=CC=C(C(=O)O)C=C1)(F)F